BrC(CCOC1=CC2=CC=CC=C2C=C1)C 2-(3-bromobutoxy)naphthalene